6-isopropyl-9-methyl-1,4-dioxaspiro-(4.5)-decane C(C)(C)C1C2(OCCO2)CC(CC1)C